4-((4-aminophenyl)thio)-3-butylbenzenamine NC1=CC=C(C=C1)SC1=C(C=C(C=C1)N)CCCC